SCC[Se]CCS bis(2-mercaptoethyl) selenoether